(R)-N-(7-(4-amino-1-(piperidin-3-yl)-1H-pyrazolo[3,4-d]pyrimidin-3-yl)benzo[d][1,3]dioxol-4-yl)-4-methoxybenzenesulfonamide NC1=C2C(=NC=N1)N(N=C2C2=CC=C(C1=C2OCO1)NS(=O)(=O)C1=CC=C(C=C1)OC)[C@H]1CNCCC1